Bis(4-diethoxymethylsilylbutyl)urea C(C)OC(OCC)[SiH2]CCCCNC(NCCCC[SiH2]C(OCC)OCC)=O